N-(4-{[6-(5-chloro-2-fluorophenyl)-3-(2-methoxyethoxy)pyridazin-4-yl]amino}pyridin-2-yl)-3-(morpholin-4-yl)propanamide ClC=1C=CC(=C(C1)C1=CC(=C(N=N1)OCCOC)NC1=CC(=NC=C1)NC(CCN1CCOCC1)=O)F